COC1=NC=C(C=N1)N methoxypyrimidin-5-amine